3-(2-(5-chloro-1H-pyrrolo[2,3-b]pyridin-3-yl)-5-fluoro-7H-pyrrolo[2,3-d]pyrimidin-7-yl)bicyclo[2.2.2]oct-5-ene-2-carboxylic acid ClC=1C=C2C(=NC1)NC=C2C=2N=CC1=C(N2)N(C=C1F)C1C(C2C=CC1CC2)C(=O)O